4-(3-Fluorophenyl)-N-(4-(2-(methylcarbamoyl)pyridin-4-yloxy)phenyl)picolinamide FC=1C=C(C=CC1)C1=CC(=NC=C1)C(=O)NC1=CC=C(C=C1)OC1=CC(=NC=C1)C(NC)=O